ethyl 4-((2-(4-isobutylphenyl) propionyl) hydrazino)-2-(p-methylphenylamino)-6-methyl-furo[2,3-d]pyrimidine-5-carboxylate C(C(C)C)C1=CC=C(C=C1)C(C(=O)NNC=1C2=C(N=C(N1)NC1=CC=C(C=C1)C)OC(=C2C(=O)OCC)C)C